N-(2,4-dimethoxyphenyl)-1-(4-(hydroxycarbamoyl)benzyl)-1H-indole-3-carboxamide COC1=C(C=CC(=C1)OC)NC(=O)C1=CN(C2=CC=CC=C12)CC1=CC=C(C=C1)C(NO)=O